ClC1=C2C(=NC(=N1)N)N(N=C2)CC2=CC=C(C=C2)[N+](=O)[O-] 4-chloro-1-[(4-nitrophenyl)methyl]Pyrazolo[3,4-d]Pyrimidine-6-amine